CS(=O)(=O)N1CCC(CC1)N1N=CC(=C1)C=1N=C(C=2N(C1)N=CC2)C=2C=NN(C2)C(CC)CC 6-(1-(1-(methylsulfonyl)piperidin-4-yl)-1H-pyrazol-4-yl)-4-(1-(pent-3-yl)-1H-pyrazol-4-yl)pyrazolo[1,5-a]pyrazine